C(=O)O.ClC1=C(C=CC(=C1)Cl)C=1CCCC2=C(C1C1=CC=C(C=C1)O[C@@H]1CN(CC1)CCCF)C=CC(=C2)NC(=O)C2(CC2)O (S)-N-(8-(2,4-dichlorophenyl)-9-(4-((1-(3-fluoropropyl)pyrrolidin-3-yl)oxy)phenyl)-6,7-dihydro-5H-benzo[7]annulen-3-yl)-1-hydroxycyclopropane-1-carboxamide formate